5-methyl-thiazole-4-carboxylic acid CC1=C(N=CS1)C(=O)O